(6-(4-cyclopentyl-4H-1,2,4-triazol-3-yl)pyridin-2-yl)-7-fluoro-4H-benzo[b]imidazo[1,5-d][1,4]oxazine-8-carboxamide C1(CCCC1)N1C(=NN=C1)C1=CC=CC(=N1)C1=NC=C2N1C1=C(OC2)C=C(C(=C1)C(=O)N)F